(1r,2s)-2,6-dimethyl-2,3-dihydro-inden-1-amine C[C@@H]1[C@H](C2=CC(=CC=C2C1)C)N